NN1C(C(CC1CC1CC1)O[Si](C)(C)C(C)(C)C)=O 1-amino-3-((tert-butyldimethylsilyl)oxy)-5-(cyclopropylmethyl)pyrrolidin-2-one